4-(4-chloro-6-phenyl-1,3,5-triazin-2-yl)benzonitrile ClC1=NC(=NC(=N1)C1=CC=CC=C1)C1=CC=C(C#N)C=C1